2-(2,4-dimethoxyphenyl)-4,5-diphenyl-imidazole COC1=C(C=CC(=C1)OC)C=1NC(=C(N1)C1=CC=CC=C1)C1=CC=CC=C1